N1=C(C=CC=C1)N1N=C(C=C1)N 1-pyridin-2-ylpyrazol-3-amine